P(=O)(O)([O-])[O-].[Mg+2].[Mg+2].P(=O)(O)([O-])[O-] di-magnesium hydrogen phosphate